C1(CC1)C=1NC2=C(C=CC=C2C1C=O)C 2-CYCLOPROPYL-7-METHYL-1H-INDOLE-3-CARBOXALDEHYDE